ClC1=C2N=C(N(C2=NC=N1)C1=CC=CC2=CC=CC=C12)C1=CC=CC2=CC=CC=C12 6-chloro-9-(naphthalen-1-yl)-8-(naphthalen-1-yl)-9H-purine